[6R]-5,10-methylenetetrahydrofolate C1N2C=3C(NC(=NC3NC[C@@H]2CN1C1=CC=C(C(N[C@@H](CCC(=O)[O-])C(=O)O)=O)C=C1)N)=O